[2-[(2,6-difluoro-4-pyridinyl)-[5-methyl-4-(spiro[3.4]oct-3-ylcarbamoyl) thiazol-2-yl] amino]-1-methyl-2-oxo-ethyl] acetate C(C)(=O)OC(C(=O)N(C=1SC(=C(N1)C(NC1CCC12CCCC2)=O)C)C2=CC(=NC(=C2)F)F)C